O6-benzyl-O3-methyl-5,7-dihydropyrrolo[3,4-b]pyridine-3,6-dicarboxylic acid C(C1=CC=CC=C1)OC(=O)N1CC2=NC=C(C=C2C1)C(=O)OC